CC1=NC(=CC=C1C=1C(=C(C#N)C(=C(C1N1C2=CC=CC=C2C=2C=C(C=CC12)C1=CC=CC=C1)N1C2=CC=CC=C2C=2C=C(C=CC12)C1=CC=CC=C1)N1C2=CC=CC=C2C=2C=C(C=CC12)C1=CC=CC=C1)N1C2=CC=CC=C2C=2C=C(C=CC12)C1=CC=CC=C1)C 3-(2,6-dimethylpyridin-3-yl)-2,4,5,6-tetrakis(3-phenyl-9H-carbazol-9-yl)benzonitrile